6-[4-({1-[(2E)-2-(aminomethyl)-3-fluoroprop-2-en-1-yl]-5-oxo-1,5-dihydro-4H-1,2,4-triazol-4-yl}methyl)thiophen-3-yl]-1-methyl-3,4-dihydroquinolin-2(1H)-one NC/C(/CN1N=CN(C1=O)CC=1C(=CSC1)C=1C=C2CCC(N(C2=CC1)C)=O)=C\F